2-fluoroethylacetate FCCOC(C)=O